5-chloro-4-(1-(phenylsulfonyl)-1H-indol-3-yl)-N-(piperidin-3-ylmethyl)-pyrimidin-2-amine ClC=1C(=NC(=NC1)NCC1CNCCC1)C1=CN(C2=CC=CC=C12)S(=O)(=O)C1=CC=CC=C1